(4S,7R)-4-(3-hydroxyphenyl)-7-(2-methoxyphenyl)-2-ethyl-5-oxo-1,4,5,6,7,8-hexahydroquinoline-3-carboxylic acid ethyl ester C(C)OC(=O)C1=C(NC=2C[C@H](CC(C2[C@@H]1C1=CC(=CC=C1)O)=O)C1=C(C=CC=C1)OC)CC